C1(CCC1)C=1C(=C(C(=O)O)C=C(C1)C=O)C cyclobutyl-5-formyl-2-methylbenzoic acid